CC1=C(C=C(C=C1)C)N1SC2=C(C1=O)C=CC(=C2)F 2-(2,5-dimethylphenyl)-6-fluorobenzo[d]isothiazol-3(2H)-on